4,4'-bis-(2,4-dianilino-s-triazin-6-ylamino)stilbene N(C1=CC=CC=C1)C1=NC(=NC(=N1)NC1=CC=CC=C1)NC1=CC=C(C=C1)C=CC1=CC=C(C=C1)NC1=NC(=NC(=N1)NC1=CC=CC=C1)NC1=CC=CC=C1